6-(3,8-diazabicyclo[3.2.1]oct-3-yl)-5-chloronicotinate hydrochloride Cl.C12CN(CC(CC1)N2)C2=NC=C(C(=O)O)C=C2Cl